N-((1S,2R)-2-hydroxy-2,3-dihydro-1H-inden-1-yl)-2-(6-methylpyridin-3-yl)benzo[d]thiazole-6-carboxamide O[C@H]1[C@H](C2=CC=CC=C2C1)NC(=O)C1=CC2=C(N=C(S2)C=2C=NC(=CC2)C)C=C1